Br[C@H](C(=O)OC)CCC(=O)[O-] (2S)-methyl bromoglutarate